FC1=CC=2C(C3=CC=CC=C3C2C(=C1)C=1C=NN(C1)C(C(=O)NNC1=NC=C(C=C1)C(F)(F)F)C)(C(F)(F)F)O 2-(4-(2-fluoro-9-hydroxy-9-(trifluoromethyl)-9H-fluoren-4-yl)-1H-pyrazol-1-yl)-N'-(5-(trifluoromethyl)pyridin-2-yl)propanehydrazide